lithium sesquicarbonate C(O)(O)=O.[Li+].C([O-])([O-])=O.C(O)(O)=O.[Li+]